4-(7-deuteromethoxy-1-methyl-β-carbolin-9-yl)butanamide [2H]COC1=CC=C2C=3C=CN=C(C3N(C2=C1)CCCC(=O)N)C